(((5-(difluoromethoxy)-1-methyl-3-(trifluoromethyl)-1H-pyrazol-4-yl)methyl)thio)-5,5-dimethyl-4,5-dihydroisoxazole FC(OC1=C(C(=NN1C)C(F)(F)F)CSC1=NOC(C1)(C)C)F